7-(2,6-Dichloro-4-nitrophenoxy)-3,4-dihydroquinolin-2(1H)-one ClC1=C(OC2=CC=C3CCC(NC3=C2)=O)C(=CC(=C1)[N+](=O)[O-])Cl